methyl 3-(5-(2,6-dimethylphenyl)pyridin-3-yl)-3-((R)-4-methyl-2-(methylsulfonyloxy)pentanamido)propanoate CC1=C(C(=CC=C1)C)C=1C=C(C=NC1)C(CC(=O)OC)NC([C@@H](CC(C)C)OS(=O)(=O)C)=O